N,N'-Di-tert-butylcarbodiimide CC(C)(C)N=C=NC(C)(C)C